3-(2-chloroheptyl)-1-methylimidazole chloride [Cl-].ClC(CN1CN(C=C1)C)CCCCC